4-(4-phenylbutan-2-yl)pyridine C1(=CC=CC=C1)CCC(C)C1=CC=NC=C1